[13CH4] Methane-13C